3-[ethoxy(difluoro)methyl]-6-[6-[1-(trifluoromethyl)propoxy]-3-pyridyl]-[1,2,4]triazolo[4,3-a]pyrazin C(C)OC(C1=NN=C2N1C=C(N=C2)C=2C=NC(=CC2)OC(CC)C(F)(F)F)(F)F